N,N-diphenylpyridin-4-amine C1(=CC=CC=C1)N(C1=CC=NC=C1)C1=CC=CC=C1